C1(CCCCC1)P(C1=C(C=CC=C1)C1=C(C=CC=C1)C)C1CCCCC1 2-Dicyclohexylphosphino-2'-methylbiphenyl